1-normal hexylimidazolium chloride [Cl-].C(CCCCC)N1C=[NH+]C=C1